Cis-Vaccenic Acid C(CCCCCCCCC\C=C/CCCCCC)(=O)O